1,3-bis-dimethylphosphinopropane CP(CCCP(C)C)C